BrC=1C=C(SC1C)C(=O)NC1(C(C1)(C)C)C#N 4-bromo-N-(1-cyano-2,2-dimethylcyclopropyl)-5-methylthiophene-2-carboxamide